[Si](C)(C)(C(C)(C)C)OC[C@H]1N(C(C=C1)=O)C(=O)OC(C)(C)C tert-butyl (2S)-2-[[tert-butyl(dimethyl)silyl]oxymethyl]-5-oxo-2H-pyrrole-1-carboxylate